BrC(C)C1=C(C=CC=C1)C 1-(1-bromoethyl)-2-methylbenzene